rac-4-(2,3-dichloro-6-hydroxyphenyl)-1-(1-(methylsulfonyl)-1H-pyrazol-4-yl)pyrrolidin-2-one ClC1=C(C(=CC=C1Cl)O)[C@H]1CC(N(C1)C=1C=NN(C1)S(=O)(=O)C)=O |r|